FC=1C=C2NC(C=3N(C2=C(C1C=1C=C(C=C2C(=CNC12)C#CC)F)C)C(=NN3)C(C)O)(C)C 1-(7-fluoro-8-(5-fluoro-3-(prop-1-yn-1-yl)-1H-indol-7-yl)-4,4,9-trimethyl-4,5-dihydro-[1,2,4]triazolo[4,3-a]quinoxalin-1-yl)ethanol